CC(=CCC/C(=C/CC/C(=C/CC/C(=C\\CC/C(=C\\CC/C(=C\\CC/C(=C\\CC/C(=C\\CC/C(=C\\CC/C(=C\\CC/C(=C\\COP(=O)([O-])OP(=O)([O-])O[C@@H]1[C@@H]([C@H]([C@@H]([C@H](O1)CO)O[C@H]2[C@@H]([C@H]([C@@H]([C@H](O2)CO)O)O)O)O)O)/C)/C)/C)/C)/C)/C)/C)/C)/C)/C)C The molecule is an organophosphate oxoanion that is the dianion of beta-D-Glc-(1->4)-alpha-D-Glc-1-diphospho-ditrans,polycis-undecaprenol arising from deprotonation of both free diphosphate OH groups; major species at pH 7.3. It is a conjugate base of a beta-D-Glc-(1->4)-alpha-D-Glc-1-diphospho-ditrans,polycis-undecaprenol.